ClC=1C(=NC=C(C1)Cl)OC1CCC2(C(NC3=CC=C(C=C23)C(=O)NC(C)C)=O)CC1 cis-4-[(3,5-dichloro-2-pyridyl)oxy]-N-isopropyl-2'-oxo-spiro[cyclohexane-1,3'-indoline]-5'-carboxamide